O=C([C@H](CC1=CC=C(C=C1)B1OC(C(O1)(C)C)(C)C)NC(OC(C)(C)C)=O)N1CCCCC1 tert-Butyl (S)-(1-oxo-1-(piperidin-1-yl)-3-(4-(4,4,5,5-tetramethyl-1,3,2-dioxaborolan-2-yl)phenyl)propan-2-yl)carbamate